N,N-bis(methoxymethyl)-N',N'-dimethyl-1,4-phenylenediamine COCN(C1=CC=C(C=C1)N(C)C)COC